6-(1-((2,3-dihydrobenzofuran-5-yl)sulfonyl)-1,2,3,6-tetrahydropyridin-4-yl)-7-methyl-[1,2,4]triazolo[1,5-b]pyridazine O1CCC2=C1C=CC(=C2)S(=O)(=O)N2CCC(=CC2)C=2C(=CC=1N(N2)N=CN1)C